3-acetamido-5-benzyl-1-(4-vinylbenzyl)-1H-1,2,4-triazole C(C)(=O)NC1=NN(C(=N1)CC1=CC=CC=C1)CC1=CC=C(C=C1)C=C